FC(C)(F)C1=NC(=CC(=N1)N1CC2(C=3C=NC(=CC31)NC(C)=O)CC2)OC2CN(C2)CC N-(1'-(2-(1,1-difluoroethyl)-6-((1-ethylazetidin-3-yl)oxy)pyrimidin-4-yl)-1',2'-dihydrospiro[cyclopropane-1,3'-pyrrolo[3,2-c]pyridin]-6'-yl)acetamide